tert-Butyl 3-(4-bromo-2,5-difluorophenyl)-3,8-diazabicyclo[3.2.1]octane-8-carboxylate BrC1=CC(=C(C=C1F)N1CC2CCC(C1)N2C(=O)OC(C)(C)C)F